C(C)(C)(C)OC(=O)NC1=C(C=C(C=C1)C1=CN=C(S1)C)NC(=O)C1=CC=C(C=C1)S(=NC(OC(C)(C)C)=O)(=O)C tert-butyl N-[[4-[[2-(tert-butoxycarbonylamino)-5-(2-methylthiazol-5-yl)phenyl]carbamoyl]phenyl]-methyl-oxo-sulfanylidene]carbamate